eicosylphenol CCCCCCCCCCCCCCCCCCCCC1=CC=CC=C1O